zirconium diethoxy bis(ethylacetoacetate) C(C)CC(CC(=O)OOCC)=O.C(C)CC(CC(=O)OOCC)=O.[Zr]